O\C=C\1/C(CC[C@H]2C(CCC[C@]12C)(C)C)=O (4aS,8aS,Z)-1-(hydroxymethylene)-5,5,8a-trimethyloctahydronaphthalen-2(1H)-one